CCCCC/C=C\CC/C=C/C=O 2-TRANS-6-CIS-DODECADIENAL